C1(=CC=CC=C1)C1=C(C(=NN=N1)C1=C(C=CC=C1)C1=C(C=CC=2OC3=C(C21)C=CC=C3)C3=CC=CC=C3)C3=C(C(=CC=2C1=CC=CC=C1CC32)C)C [phenyl-(dimethylfluorenyl)triazinyl](phenyldibenzofuranyl)benzene